O1N=CC=C1 racemic-isoxazole